C=CC(C)=O methylenepropaneOne